NC1=CC=C(C=N1)C1=C(C=C(C=C1)NC(C(O)C1=CC(=CC(=C1)F)F)=O)C N-(4-(6-aminopyridin-3-yl)-3-methyl-phenyl)-2-(3,5-difluorophenyl)-2-hydroxyacetamide